BrC=1C=C(C(=NC1)Cl)NC(=O)C=1C=NC=CC1 N-(5-bromo-2-chloropyridin-3-yl)pyridine-3-carboxamide